3-((2-((tert-butyldimethylsilyl)oxy)ethyl)amino)cyclobutyl (S)-1-(4-fluorophenyl)-3,4-dihydroisoquinoline-2(1H)-carboxylate FC1=CC=C(C=C1)[C@@H]1N(CCC2=CC=CC=C12)C(=O)OC1CC(C1)NCCO[Si](C)(C)C(C)(C)C